nonen-1-al C(C=CCCCCCC)=O